OC1(CC(C1)C(=O)N1CC2(C1)CC(C2)CC2=C(C=CC=C2)C(F)(F)F)C ((1s,3s)-3-Hydroxy-3-methylcyclobutyl)(6-(2-(trifluoromethyl)benzyl)-2-azaspiro[3.3]heptan-2-yl)methanone